(R)-4-(6-bromo-3-cyanopyrazolo[1,5-a]pyridin-4-yl)-2-methylpiperazine-1-carboxylic acid tert-butyl ester C(C)(C)(C)OC(=O)N1[C@@H](CN(CC1)C=1C=2N(C=C(C1)Br)N=CC2C#N)C